(2R,3S)-2-((E)-3-(6-(3-chlorophenyl)-1H-benzo[d]imidazol-1-yl)prop-1-enyl)piperidin-3-ol ClC=1C=C(C=CC1)C=1C=CC2=C(N(C=N2)C/C=C/[C@H]2NCCC[C@@H]2O)C1